C1(CC1)[C@H](C(C)(C)O)N1CC2=CC(=CC(=C2C1=O)NC(=O)C=1C2=CN(N=C2C=CC1)C)F (R)-N-(2-(1-cyclopropyl-2-hydroxy-2-methylpropyl)-6-fluoro-3-oxoisoindolin-4-yl)-2-methyl-2H-indazole-4-carboxamide